2-(1,1-Dioxidothiomorpholino)-1-(2-(3-isopropyl-2-(8-methoxy-[1,2,4]triazolo[1,5-a]pyridin-6-yl)-1H-indol-5-yl)morpholino)ethan-1-on O=S1(CCN(CC1)CC(=O)N1CC(OCC1)C=1C=C2C(=C(NC2=CC1)C=1C=C(C=2N(C1)N=CN2)OC)C(C)C)=O